magnesium benzene C1=CC=CC=C1.[Mg]